ClC=1C=C2C=CN(C2=C(C1)C1=C2C(=NC=C1)C=C(S2)CN2C(C1C(C1C2=O)(C)C)=O)CC2(CCN(CC2)CC(F)(F)F)C#N 4-((5-Chloro-7-(2-((6,6-Dimethyl-2,4-dioxo-3-azabicyclo[3.1.0]hexane-3-yl)methyl)thieno[3,2-b]pyridin-7-yl)-1H-indol-1-yl)methyl)-1-(2,2,2-trifluoroethyl)piperidine-4-carbonitrile